[N+](=O)([O-])C=1C=C(C(=NC1)C(=O)OCC)C=1N=NNN1 ethyl 5-nitro-3-(2H-tetrazol-5-yl)pyridylcarboxylate